2-(trans-4-((4-(2-Isopropylthiazol-5-yl)pyridin-2-yl)((trans-4-(4-methoxy-3-methylphenyl)cyclohexyl)methyl)carbamoyl)cyclohexyl)acetic acid C(C)(C)C=1SC(=CN1)C1=CC(=NC=C1)N(C(=O)[C@@H]1CC[C@H](CC1)CC(=O)O)C[C@@H]1CC[C@H](CC1)C1=CC(=C(C=C1)OC)C